2-[2-[[(E)-[(E)-4-(2,6-dichlorophenyl)but-3-en-2-ylidene]amino]oxymethyl]phenyl]-2-methoxyimino-N-methylacetamide ClC1=C(C(=CC=C1)Cl)/C=C/C(/C)=N/OCC1=C(C=CC=C1)C(C(=O)NC)=NOC